1-(2-chloro-phenyl)-2-methylallyl alcohol ClC1=C(C=CC=C1)C(C(=C)C)O